7-((3-(dimethylamino)propyl)amino)tridecanedioic acid bis(2-hexyldecyl) ester C(CCCCC)C(COC(CCCCCC(CCCCCC(=O)OCC(CCCCCCCC)CCCCCC)NCCCN(C)C)=O)CCCCCCCC